FC1=NNC2=CC=C(C=C12)C#CC1=NC(=NC=C1)C1=NC(=NC=C1)N1CC2=CC=C(C=C2C1)Br 3-fluoro-5-((2'-(5-bromoisoindolin-2-yl)-[2,4'-bipyrimidin]-4-yl)ethynyl)-1H-indazole